4-(thienyl-amino)cyclohexanone S1C(=CC=C1)NC1CCC(CC1)=O